ClCCC=CC=CCCCCCC 1-chloro-3,5-dodecadiene